6-(5-(7-Ethyl-7H-imidazo[4,5-c]pyridazin-4-yl)-2-fluorophenyl)-5-methoxy-3-methylbenzo[d]oxazol-2(3H)-one C(C)N1C=NC2=C1N=NC=C2C=2C=CC(=C(C2)C2=CC1=C(N(C(O1)=O)C)C=C2OC)F